CC1(NC(CC(C1)OC(C(=C)C)=O)(C)C)C 2,2,6,6-tetramethyl-4-piperidinylmethacrylate